O1CC(C1)N1N=CC(=C1)C=1N(C=CC1)S(=O)(=O)C1=CC=C(C)C=C1 2-(1-(oxetan-3-yl)-1H-pyrazol-4-yl)-1-p-toluenesulfonyl-1H-pyrrole